((1R,2S,3S,5R)-3-((Z)-styryl)-5-vinylcyclopentane-1,2-diyl)bis(methylene) diacetate C(C)(=O)OC[C@H]1[C@H]([C@@H](C[C@@H]1C=C)\C=C/C1=CC=CC=C1)COC(C)=O